NC(CC)P(O)(O)=O 1-aminopropylphosphonic acid